6-[1-[1-(3-fluoro-1-prop-2-enoyl-azetidine-3-carbonyl)-4-piperidyl]-5-methyl-triazol-4-yl]-4-(isopropylamino)pyrazolo[1,5-a]pyridine-3-carbonitrile FC1(CN(C1)C(C=C)=O)C(=O)N1CCC(CC1)N1N=NC(=C1C)C=1C=C(C=2N(C1)N=CC2C#N)NC(C)C